BrC=1C2=C(C(=NC1)N)C(=C(S2)I)C2=CC(=C(C=C2)OC2=NC=CC(=N2)C)F 7-Bromo-3-(3-fluoro-4-((4-methylpyrimidin-2-yl)oxy)phenyl)-2-iodothieno[3,2-c]pyridin-4-amine